C(C=C)N1S(N(CC2=C1C(=CC(=C2)Cl)[N+](=O)[O-])CCCOCCOCCOC)(=O)=O 1-allyl-6-chloro-3-(3-(2-(2-methoxyethoxy)ethoxy)propyl)-8-nitro-3,4-dihydro-1H-benzo[c][1,2,6]thiadiazine 2,2-dioxide